(1S)-1-(3-fluorophenyl)-N-((3-hydroxy-1-methylpiperidin-3-yl)methyl)-3,4-dihydroisoquinoline-2(1H)-carbothioamide FC=1C=C(C=CC1)[C@@H]1N(CCC2=CC=CC=C12)C(NCC1(CN(CCC1)C)O)=S